5-(3-isopropyl-5-(1-propylpiperidin-4-yl)-1H-indol-2-yl)-1-methyl-6'-morpholino-[3,3'-bipyridine]-2(1H)-one C(C)(C)C1=C(NC2=CC=C(C=C12)C1CCN(CC1)CCC)C=1C=C(C(N(C1)C)=O)C=1C=NC(=CC1)N1CCOCC1